2-(4-(2-acetyl-5-chlorophenyl)-5-methoxy-2-oxopyridin-1(2H)-yl)-N-(3-cyano-1H-indol-6-yl)-3-phenylpropanamide C(C)(=O)C1=C(C=C(C=C1)Cl)C1=CC(N(C=C1OC)C(C(=O)NC1=CC=C2C(=CNC2=C1)C#N)CC1=CC=CC=C1)=O